COCCC1=NC(=C2NC=NC2=N1)N (2-methoxyethyl)adenine